N-([1,1'-biphenyl]-2-yl)-N-(9,9-dimethyl-9H-fluoren-2-yl)-9,9'-spirobi[fluorene]-4-amine C1(=C(C=CC=C1)N(C1=CC=CC=2C3(C4=CC=CC=C4C12)C1=CC=CC=C1C=1C=CC=CC13)C1=CC=3C(C2=CC=CC=C2C3C=C1)(C)C)C1=CC=CC=C1